OC1(CC(=C(O1)C1=CC=C(C=C1)C)C#N)C(F)(F)F 5-hydroxy-2-(4-methylphenyl)-5-(trifluoromethyl)-4,5-dihydrofuran-3-nitrile